5-(4-((2-(cyclopropylamino)pyrimidin-5-yl)methoxy)phenyl)-2-oxo-6-(trifluoromethyl)-1,2-dihydropyridine-3-carboxamide C1(CC1)NC1=NC=C(C=N1)COC1=CC=C(C=C1)C=1C=C(C(NC1C(F)(F)F)=O)C(=O)N